C(CCCCC(C)C)/C(/C(=O)[O-])=C/C(=O)[O-].C(CCCCC(C)C)/C(/C(=O)[O-])=C/C(=O)[O-].C(CCC)[Sn+4]CCCC dibutyltin BIs(isooctylmaleate)